phenyl-(1-vinylcyclopentadienyl)methanone C1(=CC=CC=C1)C(=O)C1(C=CC=C1)C=C